6-amino-2-(4-((1S,3S)-3-aminocyclobutane-1-carbonyl)piperazin-1-yl)-7-(3-hydroxy-2,6-dimethylphenyl)-7H-pyrrolo[2,3-d]pyrimidine-5-carboxamide NC1=C(C2=C(N=C(N=C2)N2CCN(CC2)C(=O)C2CC(C2)N)N1C1=C(C(=CC=C1C)O)C)C(=O)N